2,2,5-trimethyl-4-oxo-3,8,11,14,17,20-hexaoxa-5-azadocosan CC(C)(OC(N(CCOCCOCCOCCOCCOCC)C)=O)C